C(=C)[Si](OCCOC)(OCCOC)OCCOC vinyltris(R-methoxyethoxy)silane